CC1OC(CN(C1)C1=CC(=C(C=C1)C1(CC2(C1)CC(C2)N)N)F)C 2-(4-(2,6-dimethylmorpholino)-2-fluorophenyl)spiro[3.3]heptane-2,6-diamine